NC=1N=C(SC1C(=O)C1=CC(=NO1)C(=O)N[C@@H]1C[C@H](C1)F)N(C1=CC=C(C=C1)F)C(C(=O)N)C 5-[4-Amino-2-(N-(2-amino-1-methyl-2-oxoethyl)-4-fluoroanilino)thiazol-5-carbonyl]-N-(trans-3-fluorocyclobutyl)isoxazol-3-carboxamid